C(C)(C)(C)OC(NC1CC(C1)N/1C(N2C(C3=CC(=C(C=C3CC2)OC)OC)=C\C1=N/C1=C(C=C(C=C1F)C)F)=O)=O (E)-(3-(2-((2,6-difluoro-4-methylphenyl)imino)-9,10-dimethoxy-4-oxo-6,7-dihydro-2H-pyrimido[6,1-a]isoquinolin-3(4H)-yl)cyclobutyl)carbamic acid tert-butyl ester